fluorotin chloride F[Sn](Cl)(Cl)Cl